2-((2E,6E)-3,7,11-Trimethyldodeca-2,6,10-trienyl)cyclopentanol C\C(=C/CC1C(CCC1)O)\CC\C=C(\CCC=C(C)C)/C